Racemic-2,2,2-trifluoro-1-[2-[8-imino-7-methyl-9-[[4-[1-methyl-4-(trifluoromethyl)imidazol-2-yl]phenyl]methyl]purin-2-yl]phenyl]ethanol FC([C@H](O)C1=C(C=CC=C1)C1=NC=C2N(C(N(C2=N1)CC1=CC=C(C=C1)C=1N(C=C(N1)C(F)(F)F)C)=N)C)(F)F |r|